N1=CC=C(C=C1)COC1CC(N(C(C1)([2H])[2H])C(=O)O)([2H])[2H] 4-(pyridin-4-ylmethoxy)piperidine-1-carboxylic acid-2,2,6,6-d4